ClC=1C=C(C=C(C1)Cl)C=1C=CN=C2C(=C(C=NC12)NC(=O)[C@@H]1CCOC2=CC=CC=C12)N(C)C (4R)-N-[8-(3,5-Dichlorophenyl)-4-(dimethylamino)-1,5-naphthyridin-3-yl]chroman-4-carboxamid